4-hydroxy-6,7-bis(methoxycarbonyl)-1-naphthol OC1=CC=C(C2=CC(=C(C=C12)C(=O)OC)C(=O)OC)O